N1=CC=C(C2=CC=CN=C12)SC=1N=C2C(=NC1)NC(=N2)N2CCC(CC2)(N)C 1-(5-((1,8-naphthyridin-4-yl)thio)-1H-imidazo[4,5-b]pyrazin-2-yl)-4-methylpiperidin-4-amine